CC1=C(C(=O)C(=C(C1=O)C)C)C The molecule is a member of the class of 1,4-benzoquinones that is 1,4-benzoquinone in which all four hydrogens are substituted by methyl groups.